C1(CC1)NC(C1=C(C=C(C=C1OC)C1=CN=C2N1C=CC(=C2)C2(COC2)N2CCOCC2)OC(F)F)=O N-cyclopropyl-2-(difluoromethoxy)-6-methoxy-4-[7-(3-morpholinooxetan-3-yl)imidazo[1,2-a]pyridin-3-yl]benzamide